propenoyl chloride C(C=C)(=O)Cl